2-(Di-ethylamino)acetic acid C(C)N(CC(=O)O)CC